2-Chloro-7-ethoxy-3-(3-(4-iodophenyl)-4,5-dihydro-1H-pyrazol-5-yl)quinoline ClC1=NC2=CC(=CC=C2C=C1C1CC(=NN1)C1=CC=C(C=C1)I)OCC